COC1=NC=C(C=C1C(=O)N)C1=NOC2C1CC(C2)C(C(F)(F)F)O 2-methoxy-5-[5-(2,2,2-trifluoro-1-hydroxyethyl)-3aH,4H,5H,6H,6aH-cyclopenta[d][1,2]oxazol-3-yl]pyridine-3-carboxamide